The molecule is a (7Z,10Z,12E,16Z,19Z)-14-hydroperoxydocosapentaenoic acid in which the chiral centre at position 14 has S-configuration. An intermediate of specialised proresolving mediators. It has a role as a human xenobiotic metabolite. It is a conjugate acid of a (7Z,10Z,12E,14S,16Z,19Z)-14-hydroperoxydocosapentaenoate. CC/C=C\\C/C=C\\C[C@@H](/C=C/C=C\\C/C=C\\CCCCCC(=O)O)OO